3-(1H-Benzo[d]imidazol-2-yl)-3-(4-bromo-2-hydroxyphenyl)-1-methylindolin-2-one N1C(=NC2=C1C=CC=C2)C2(C(N(C1=CC=CC=C21)C)=O)C2=C(C=C(C=C2)Br)O